C(C1=CC=CC=C1)OC(=O)N1[C@@H]2C[C@@H]2[C@@H](CC1)O.FC1(CCN(CC1)CC=1N=C(SC1)NC(=O)C1=C(OC(=C1)C1=CC(=CC=C1)C(F)(F)F)C)F N-(4-((4,4-difluoropiperidin-1-yl)methyl)thiazol-2-yl)-2-methyl-5-(3-(trifluoromethyl)phenyl)furan-3-carboxamide benzyl-(1R,5R,6S)-5-hydroxy-2-azabicyclo[4.1.0]heptane-2-carboxylate